FC=1C(=C(C=CC1OC)N1N=NC(=C1)C(=O)OCC)CNC(=O)C1=NC=CN=C1NCC1CCN(CC1)C ethyl 1-(3-fluoro-4-methoxy-2-{[(3-{[(1-methylpiperidin-4-yl)methyl]amino}pyrazin-2-yl)formamido]methyl}phenyl)-1,2,3-triazole-4-carboxylate